1-[({1-[5-(difluoromethyl)(1,3,4-thiadiazol-2-yl)]-4-(N-Boc-7-oxa-3,9-diazabicyclo[3.3.1]non-3-yl)-1H-indazol-6-yl}sulfonyl)amino]cyclopropanecarbonitrile FC(C1=NN=C(S1)N1N=CC2=C(C=C(C=C12)S(=O)(=O)NC1(CC1)C#N)N1CC2COCC(C1)N2C(=O)OC(C)(C)C)F